((tert-butyldimethylsilyl)oxy)acetaldehyde [Si](C)(C)(C(C)(C)C)OCC=O